C(C1=CC=CC=C1)(=O)C=1C=C2C(C(=O)NC2=O)=CC1 4-Benzoyl-Phthalimid